FC1=C(C(=CC=C1C=1CN(CC1)S(=O)(=O)CCC(F)(F)F)O)N1CC(NS1(=O)=O)=O 5-(2-fluoro-6-hydroxy-3-(1-((3,3,3-trifluoropropyl)sulfonyl)-2,5-dihydro-1H-pyrrol-3-yl)phenyl)-1,2,5-thiadiazolidin-3-one 1,1-dioxide